7-((2S,3S,4R,5R)-3,4-bis(benzyloxy)-5-((benzyloxy)methyl)tetrahydrofuran-2-yl)-2-chloro-N-cyclopentylthieno[3,2-d]pyrimidin-4-amine C(C1=CC=CC=C1)O[C@H]1[C@@H](O[C@@H]([C@H]1OCC1=CC=CC=C1)COCC1=CC=CC=C1)C1=CSC2=C1N=C(N=C2NC2CCCC2)Cl